6-(1H-imidazol-1-yl)-1-methyl-4-((6-(2,2,2-trifluoroethoxy)pyridin-3-yl)amino)quinolin-2(1H)-one N1(C=NC=C1)C=1C=C2C(=CC(N(C2=CC1)C)=O)NC=1C=NC(=CC1)OCC(F)(F)F